N1(N=CC=C1)C1(CNC1)CNC1=CC(=NC=2N1N=C(C2)C#N)C(F)(F)F 7-(((3-(1H-pyrazol-1-yl)azetidin-3-yl)methyl)amino)-5-(trifluoromethyl)pyrazolo[1,5-a]pyrimidine-2-carbonitrile